1-[[2-(3-tert-butylphenyl)-1H-pyrrolo[2,3-c]pyridin-5-yl]methyl]cyclopropanecarboxylic acid C(C)(C)(C)C=1C=C(C=CC1)C1=CC=2C(=CN=C(C2)CC2(CC2)C(=O)O)N1